C(#C)C1=NC=C(C=C1OC)OC 2-ethynyl-3,5-dimethoxypyridine